NC[C@]1([C@@H]([C@@H](N[C@H]1CC(C)(C)C)C(=O)NC1=C(C=C(C(=O)OC)C=C1)OC)C1=C(C=C(C=C1)Cl)Cl)C1=C(C=C(C=C1)Cl)F methyl 4-((2R,3R,4S,5S)-4-(aminomethyl)-4-(4-chloro-2-fluorophenyl)-3-(2,4-dichlorophenyl)-5-neopentylpyrrolidine-2-carboxamido)-3-methoxybenzoate